N-[3-acetyl-4-[2-hydroxy-3-(propan-2-ylamino)propoxy]phenyl]butanamide C(C)(=O)C=1C=C(C=CC1OCC(CNC(C)C)O)NC(CCC)=O